4,6-diisopropyl-2-methylpyrimidin-5-amine C(C)(C)C1=NC(=NC(=C1N)C(C)C)C